CN1[C@H](C[C@@H](CC1)NC(C(COC1=NC=CC=C1OC(F)(F)F)(C)C)=O)C trans-N-(1,2-dimethylpiperidin-4-yl)-2,2-dimethyl-3-((3-(trifluoromethoxy)pyridin-2-yl)oxy)propanamide